2-((hydroxyethyl)(hydroxymethyl)amino)ethanol OCCN(CCO)CO